ClC1=C(C=C(C(=O)N[C@H]2CC[C@@H](N(C2)C(=O)OC(C)(C)C)C=2OC(=NN2)OCCOC(F)(F)F)C=C1F)F tert-butyl (2R,5S)-5-(4-chloro-3,5-difluorobenzamido)-2-{5-[2-(trifluoromethoxy)ethoxy]-1,3,4-oxadiazol-2-yl}piperidine-1-carboxylate